CC=1C(=C(C(=O)OCCCN(C)C)C=CC1Br)C1=CCC2(CC2)CC1 3-(N,N-dimethyl-amino)propanol Methyl-4-bromo-2-(spiro[2.5]oct-5-en-6-yl)benzoate